C1(=CC=C(C=C1)CC=1C(=CSC1C)C(=O)O)C1=CC=CC=C1 4-([1,1'-biphenyl]-4-ylmethyl)-5-methylthiophene-3-carboxylic acid